C(C)(C)OC=1C=2N(C=C(C1)C=1C=NN(C1C)C1CCNCC1)N=CC2C#N 4-Isopropoxy-6-[5-methyl-1-[piperidin-4-yl]pyrazol-4-yl]pyrazolo[1,5-a]pyridine-3-carbonitrile